4-[4-[4-Methoxy-3-(trifluoromethyl)pyrazolo[1,5-a]pyridin-6-yl]-5-methyl-pyrazol-1-yl]piperidine-1-carbonitrile COC=1C=2N(C=C(C1)C=1C=NN(C1C)C1CCN(CC1)C#N)N=CC2C(F)(F)F